C1(CCCC1)C1=CC=C(C=C1)C=1NC=2N(C(C1)=O)N=CC2C(=O)O 5-(4-cyclopentylphenyl)-7-oxo-4,7-dihydropyrazolo[1,5-a]pyrimidine-3-carboxylic acid